tert-butyl 4-(1-ethoxycarbonyl-2-oxo-butyl)piperazine-1-carboxylate C(C)OC(=O)C(C(CC)=O)N1CCN(CC1)C(=O)OC(C)(C)C